BrC1=CC=C(C(=C1C(C)=O)F)Cl 1-(6-bromo-3-chloro-2-fluorophenyl)ethanone